C(C)N1N=CC(=C1)CN1C(N(C(=C1)C)C1=NC(=CC(=C1)C(F)(F)F)N(C1CCOCC1)C)=O 1-[(1-ethyl-1H-pyrazol-4-yl)methyl]-4-methyl-3-{6-[methyl(oxan-4-yl)amino]-4-(trifluoromethyl)pyridin-2-yl}-1,3-dihydro-2H-imidazol-2-one